4-hydroxy-N,N,2-trimethyl-1-[(4-tolyl)sulfonyl]-1H-benzimidazole-6-formamide OC1=CC(=CC=2N(C(=NC21)C)S(=O)(=O)C2=CC=C(C=C2)C)C(=O)N(C)C